13-chloro-19,21-difluoro-14-methoxy-16,16-dioxo-9-oxa-16λ6-thia-5,17-diazatetracyclo[16.3.1.111,15.02,7]tricosa-1(22),2,4,6,11,13,15(23),18,20-nonaen-10-one ClC=1C=C2C(OCC3=CN=CC=C3C=3C(=CC(=C(NS(C(C1OC)=C2)(=O)=O)C3)F)F)=O